6-chloro-3-(3-methoxy-4-(4-(4-methylpiperazin-1-yl)butoxy)benzylidene)chroman-4-one 2-[2-chloro-4-(4-chlorophenoxy)phenyl]-2-hydroxy-3-(1,2,4-triazol-1-yl)propanoate ClC1=C(C=CC(=C1)OC1=CC=C(C=C1)Cl)C(C(=O)O)(CN1N=CN=C1)O.ClC=1C=C2C(C(COC2=CC1)=CC1=CC(=C(C=C1)OCCCCN1CCN(CC1)C)OC)=O